bis(2,4-di-tert-butylphenyl)-4-phenyl-phenylphosphonite C(C)(C)(C)C1=C(C=CC(=C1)C(C)(C)C)C=1C(=C(C=CC1C1=CC=CC=C1)P([O-])[O-])C1=C(C=C(C=C1)C(C)(C)C)C(C)(C)C